(5'S,7a'R)-1-(2,4-difluoro-benzene-1-carbonyl)-5'-phenyltetrahydro-3'H-spiro[piperidine-4,2'-pyrrolo[2,1-b][1,3]oxazol]-3'-one FC1=C(C=CC(=C1)F)C(=O)N1CCC2(C(N3[C@H](O2)CC[C@H]3C3=CC=CC=C3)=O)CC1